C(C)OC=1C=C(C=CC1OC)C(CS(=O)(=O)C)N1C=C(CC=C1)C(=O)N 1-(3-ethoxy-4-methoxyphenyl)-2-(methylsulfonyl)ethyl-1,4-dihydropyridine-3-carboxamide